N1(CCC1)[C@H]1CN(CC1)C1=CC(=C(C=C1)N1C=NC(=C1)NC=1N=CC(=NC1)C#N)OC (R)-5-((1-(4-(3-(Azetidin-1-yl)pyrrolidin-1-yl)-2-methoxyphenyl)-1H-imidazol-4-yl)amino)pyrazine-2-carbonitrile